(R)-N-((3-chloro-5-fluoropyridin-2-yl)methyl)-4-(5-(5-fluoro-2-((S)-1-hydroxyethyl)pyridin-4-yl)-1H-pyrazole-3-carbonyl)-4-azaspiro[2.5]octane-7-carboxamide ClC=1C(=NC=C(C1)F)CNC(=O)[C@@H]1CCN(C2(CC2)C1)C(=O)C1=NNC(=C1)C1=CC(=NC=C1F)[C@H](C)O